(4S)-3,4,5,6-tetrahydropyrimidine-4-carboxylic acid N1=CN[C@@H](CC1)C(=O)O